CC1=NC(=CC=C1S)C(F)(F)F 2-Methyl-6-(trifluoromethyl)pyridine-3-thiol